N-(5-(azetidin-1-yl)-2-morpholinooxazolo[4,5-b]pyridin-6-yl)-2-(2-methylpyridin-4-yl)oxazole-4-carboxamide N1(CCC1)C1=C(C=C2C(=N1)N=C(O2)N2CCOCC2)NC(=O)C=2N=C(OC2)C2=CC(=NC=C2)C